CN(CCO)C1=NC=CC(=N1)C=C 2-(methyl(4-vinylpyrimidin-2-yl)amino)ethan-1-ol